C(#N)C1=CC(=C(C=C1)CON1N=C(C=C1)C1CCN(CC1)CC1=NC2=C(N1CC1=CN=CN1CC)C=C(C=C2)C(=O)OC)F methyl 2-[(4-{1-[(4-cyano-2-fluorophenyl)methoxy]-1H-pyrazol-3-yl}piperidin-1-yl)methyl]-1-[(1-ethyl-1H-imidazol-5-yl)methyl]-1H-benzimidazole-6-carboxylate